FC1(C2CN(CC12)C1=CC=C(C(=N1)C)CN1N=CC(=C1)C(=O)N[C@H]1CCC2=C1NN=C2C)F 1-[(6-{6,6-Difluoro-3-azabicyclo[3.1.0]hex-3-yl}-2-methylpyridin-3-yl)methyl]-N-[(6S)-3-methyl-1H,4H,5H,6H-cyclopenta[c]pyrazol-6-yl]-1H-pyrazole-4-carboxamide